7-(4-C-azido-2-deoxy-2-fluoro-β-D-arabinofuranosyl)-7H-Pyrrolo[2,3-d]pyrimidin-4-amine N(=[N+]=[N-])[C@]1([C@H]([C@@H]([C@@H](O1)N1C=CC2=C1N=CN=C2N)F)O)CO